NC=1N=C(C2=C(C=CC=C2C1)Cl)C1=C(C=2N=C(N=C(C2C=N1)N([C@H]1CN(CC1)C#N)C)OCC12CCCN2CCC1)F (R)-3-((7-(3-amino-8-chloroisoquinolin-1-yl)-8-fluoro-2-((hexahydro-1H-pyrrolizin-7a-yl)methoxy)pyrido[4,3-d]pyrimidin-4-yl)(methyl)amino)pyrrolidine-1-carbonitrile